7-((5-fluoropyridin-2-yl)ethynyl)-1-methyl-1H-pyrazolo[4,3-b]Pyridine FC=1C=CC(=NC1)C#CC1=C2C(=NC=C1)C=NN2C